N-(2,6-dichloro-4-(1H-1,2,3-triazol-4-yl)phenyl)-4,6-dihydroxy-2-(methylthio)pyrimidine-5-carboxamide ClC1=C(C(=CC(=C1)C=1N=NNC1)Cl)NC(=O)C=1C(=NC(=NC1O)SC)O